C(#N)C1=CC(=C(COC2=CC=CC(=N2)N2CC3=C(C2)CN(C3)CC3=NC2=C(N3C[C@H]3OCC3)C=C(C=C2)C(=O)O)C=C1)F (S)-2-((5-(6-((4-cyano-2-fluorobenzyl)oxy)pyridin-2-yl)-3,4,5,6-tetrahydropyrrolo[3,4-c]pyrrol-2(1H)-yl)methyl)-1-(oxetan-2-ylmethyl)-1H-benzo[d]imidazole-6-carboxylic acid